CC1(CCC(O1)C(C=O)C)C=C (+/-)-2-(5-methyl-5-vinyltetrahydrofuran-2-yl)propanal